6-chloro-3,8a-dihydro-2H-benzopyran-3-carboxamide ClC=1C=CC2C(=CC(CO2)C(=O)N)C1